bis(2,6-diisopropylphenyl)bis(methoxymethyl)silane tert-butyl-N-[4-[4-cyano-2-(1-methylimidazol-2-yl)phenyl]-6-cyclopropylpyridin-2-yl]carbamate C(C)(C)(C)OC(NC1=NC(=CC(=C1)C1=C(C=C(C=C1)C#N)C=1N(C=CN1)C)C1CC1)=O.C(C)(C)C1=C(C(=CC=C1)C(C)C)[Si](COC)(COC)C1=C(C=CC=C1C(C)C)C(C)C